ClC1=CC=C(S1)CNC1=CC(=NN1C(C(C)(C)C)=O)C1CCN(CC1)CCOC 1-(5-{[(5-Chlorothiophen-2-yl)methyl]amino}-3-[1-(2-methoxyethyl)piperidin-4-yl]-1H-pyrazol-1-yl)-2,2-dimethylpropan-1-on